C(NC1=CC=CC=C1)NC1=CC=CC=C1 methylendianiline